1-O-hexadecyl-2-hydroxy-sn-glycerol C(CCCCCCCCCCCCCCC)OC[C@@H](OO)CO